FC=1C=C(C=NC1F)C1C(NC(CC1)=O)=O 3-(5,6-Difluoro-3-pyridyl)piperidine-2,6-dione